cobalt-aluminum cobalt tetrasulfide [Co](=S)(=S)(=S)=S.[Al].[Co]